n-methyl-1-[8-[4-(trifluoromethoxy)phenyl]imidazo[1,2-a]pyridin-6-yl]methylamine CNCC=1C=C(C=2N(C1)C=CN2)C2=CC=C(C=C2)OC(F)(F)F